(S)-quinuclidin-3-yl (6-(3,5-dimethoxyphenyl)-2,2-dimethyl-1,2,3,4-tetrahydronaphthalen-1-yl)carbamate COC=1C=C(C=C(C1)OC)C=1C=C2CCC(C(C2=CC1)NC(O[C@@H]1CN2CCC1CC2)=O)(C)C